BrC1=CN=CN1CC 5-bromo-1-ethyl-1H-imidazole